CC1=C(C(=CC(=C1)C)C)S(=O)(=O)Cl 2,4,6-trimethyl-benzenesulfonyl chloride